5-(8,8-Dimethyl-1-morpholin-4-yl-5,8-dihydro-6H-7-oxa-9-thia-2,4-diaza-fluoren-3-yl)-pyrimidin-2-ylamine CC1(OCCC=2C=3N=C(N=C(C3SC12)N1CCOCC1)C=1C=NC(=NC1)N)C